(hydroxymethyl)phosphonium methacrylate C(C(=C)C)(=O)[O-].OC[PH3+]